tert-butyl 5-amino-4-(6-bromo-1-oxo-7-phenoxyisoindolin-2-yl)-5-oxopentanoate NC(C(CCC(=O)OC(C)(C)C)N1C(C2=C(C(=CC=C2C1)Br)OC1=CC=CC=C1)=O)=O